tert-butyl (S)-(5-(3-(1,1-dioxido-4-oxo-1,2,5-thiadiazolidin-2-yl)-2-fluoro-4-hydroxyphenyl)pent-4-yn-2-yl)carbamate O=S1(N(CC(N1)=O)C=1C(=C(C=CC1O)C#CC[C@H](C)NC(OC(C)(C)C)=O)F)=O